C1(CCCCC1)CNCC=1C=CC=2N(C1)C=C(N2)CNC(=O)C=2N=C(N(C(C2)=O)C)C N-[(6-{[(cyclohexylmethyl)amino]methyl}imidazo[1,2-a]pyridin-2-yl)methyl]-1,2-dimethyl-6-oxo-1,6-dihydropyrimidine-4-carboxamide